ethyl (R)-2-amino-3-(2-((tert-butoxycarbonyl)amino)pyrimidin-5-yl)propanoate N[C@@H](C(=O)OCC)CC=1C=NC(=NC1)NC(=O)OC(C)(C)C